isobutyl 2-((hexyl(isobutoxycarbonyl)amino)(4-fluorophenyl)methyl)benzoate C(CCCCC)N(C(=O)OCC(C)C)C(C1=C(C(=O)OCC(C)C)C=CC=C1)C1=CC=C(C=C1)F